C(C1=CC=CC=C1)N1C=C2NCCCC2C1 6-benzyl-hexahydropyrrolo[3,4-b]pyridine